C(C)(C)(C)C1=CC=C(C(=O)NCC2=C(C=C(C=C2)C2=NC=NN3C2=CC(=C3)C3=CC=C(C=C3)CN3CCC(CC3)C3=CC=C(C=C3)NC3C(NC(CC3)=O)=O)C)C=C1 4-tert-butyl-N-[[4-[6-[4-[[4-[4-[(2,6-dioxo-3-piperidyl)amino]phenyl]-1-piperidyl]methyl]phenyl]pyrrolo[2,1-f][1,2,4]triazin-4-yl]-2-methyl-phenyl]methyl]benzamide